sodium α-ketoglutarate O=C(C(=O)[O-])CCC(=O)[O-].[Na+].[Na+]